(R)-8-(6-chlorobenzo[d]thiazol-2-yl)-9-oxooctahydro-2H-pyrazino[1,2-a]pyrazine-2-carbonitrile ClC1=CC2=C(N=C(S2)N2C([C@@H]3N(CCN(C3)C#N)CC2)=O)C=C1